P(=O)(O)(O)O.FC=1C=C(C=CC1C=1C=NC(=CC1)C=1N=NN(N1)CC)N1C(O[C@@H](C1)C(CF)O)=O (S)-3-(3-fluoro-4-(6-(2-ethyl-2H-tetrazol-5-yl)pyridin-3-yl)phenyl)-5-(1-hydroxy-2-fluoro-ethyl)oxazolidin-2-one phosphate